N-(2,6-dimethylpyrimidin-4-yl)-5-[4-[[(2R)-1-(2-fluoroethyl)azetidin-2-yl]methoxy]-2-methyl-pyrazol-3-yl]pyrazolo[1,5-a]pyridin-2-amine CC1=NC(=CC(=N1)NC1=NN2C(C=C(C=C2)C=2N(N=CC2OC[C@@H]2N(CC2)CCF)C)=C1)C